C[C@H](CC)NC(=O)C1=NN2C(C(NC(=C2)C2=CC(=C(C=C2)C(F)(F)F)C)=O)=C1C1CC1 N-[(2R)-Butan-2-yl]-3-cyclopropyl-6-[3-methyl-4-(trifluoromethyl)phenyl]-4-oxo-4,5-dihydropyrazolo[1,5-a]pyrazine-2-carboxamide